5-(2-(4-phenyl-1H-imidazol-2-yl)piperidin-1-yl)(1,2,3-thiadiazol-5-yl)methanone C1(=CC=CC=C1)C=1N=C(NC1)C1N(CCCC1)C1(C=NNS1)C=O